2-(3-(3-(dimethylamino)-2-hydroxypropyl)-2-oxoimidazolidin-1-yl)-4,6-bis(trifluoromethyl)phenyl (4-fluorophenyl)(methyl)carbamate FC1=CC=C(C=C1)N(C(OC1=C(C=C(C=C1C(F)(F)F)C(F)(F)F)N1C(N(CC1)CC(CN(C)C)O)=O)=O)C